allyl 2-(4-(bromomethyl)phenoxy)acetate BrCC1=CC=C(OCC(=O)OCC=C)C=C1